C(CCCCCCCCCCC)OS(=O)(=O)C=1C(=CC=CC1)S(=O)(=O)[O-].[Ba+2].C(CCCCCCCCCCC)OS(=O)(=O)C=1C(=CC=CC1)S(=O)(=O)[O-] barium dodecylbenzenedisulfonate